Natrium (S)-3-(3-(1,6-Dimethyl-4-oxido-2-oxo-1,2-dihydropyridin-3-yl)ureido)-3-(3'-methoxy-6-(trifluoromethoxy)biphenyl-3-yl)propanoat CN1C(C(=C(C=C1C)[O-])NC(N[C@@H](CC(=O)[O-])C=1C=C(C(=CC1)OC(F)(F)F)C1=CC(=CC=C1)OC)=O)=O.[Na+].[Na+]